N-(4-((2-(1,1-difluoroethyl)-6-methylpyrimidin-4-yl)amino)-5-(5-(2-(dimethylamino)propan-2-yl)-1-methyl-1H-pyrazol-3-yl)pyridin-2-yl)acetamide FC(C)(F)C1=NC(=CC(=N1)NC1=CC(=NC=C1C1=NN(C(=C1)C(C)(C)N(C)C)C)NC(C)=O)C